(rac)-((1s,3s)-3-Hydroxy-3-methylcyclobutyl)(6-(4-methyl-3-(trifluoromethyl)phenyl)-2-azaspiro[3.4]octan-2-yl)methanon OC1(CC(C1)C(=O)N1CC2(C1)C[C@@H](CC2)C2=CC(=C(C=C2)C)C(F)(F)F)C |r|